(3R,4R)-3-fluoro-4-hydroxypiperidine-1-carboxylic acid tert-butyl ester C(C)(C)(C)OC(=O)N1C[C@H]([C@@H](CC1)O)F